C1=CC=CC=2C3=CC=CC=C3N(C12)C1(CC(=CC=C1)C1=CC=CC=C1)N1C2=CC=CC=C2C=2C=CC=CC12 (3,3-dicarbazol-9-yl)biphenyl